Triethylammonium 3-mercaptopropanesulfonate SCCCS(=O)(=O)[O-].C(C)[NH+](CC)CC